2-nitro-[1,1'-biphenyl] [N+](=O)([O-])C1=C(C=CC=C1)C1=CC=CC=C1